methyl-3-heptyl-imidazole CC1=NC=CN1CCCCCCC